C(C(C)C)S(=O)(=O)C1=C(OC2=C(C=C(C=C2)C2=NOC(=N2)CN2C(N(C3(C2=O)CCN(CC3)C3CCN(CC3)C)CCN3CCOCC3)=O)C(F)(F)F)C=CC=C1 3-((3-(4-(2-(isobutyl-sulfonyl)phenoxy)-3-(trifluoromethyl)phenyl)-1,2,4-oxadiazol-5-yl)methyl)-8-(1-methylpiperidin-4-yl)-1-(2-morpholinoethyl)-1,3,8-triazaspiro[4.5]decane-2,4-dione